BrC1C(CCC1)=O 2-bromocyclopentan-1-one